4-[6-(3-Chloro-2-methyl-phenyl)-4-cyano-3-hydroxy-pyridin-2-yl]-4-oxo-butyric acid ClC=1C(=C(C=CC1)C1=CC(=C(C(=N1)C(CCC(=O)O)=O)O)C#N)C